FC=1C=NC(=NC1)C=1C=C(C[C@@]2(C[C@H]3[C@H](N(C(O3)=O)C(=O)[O-])C2)C(=O)[O-])C=CC1 (3aR,5R,6aS)-5-(3-(5-fluoropyrimidin-2-yl)benzyl)-2-oxotetrahydro-2H-cyclopenta[d]oxazole-3,5(3aH)-dicarboxylate